C1C(CCC(CCCCC(CCCCCCC1)=O)=O)=O cycloheptadecane-2,5,10-trione